platinum iridium, barium salt [Ba].[Ir].[Pt]